COC(=O)C=1SC=C(C1OCC1=CC=C(C=C1)CN1CCCC1)Br 4-bromo-3-[4-(pyrrolidin-1-ylmethyl)benzyloxy]thiophene-2-carboxylic acid methyl ester